N-(3-benzyl-4-oxo-3,4-dihydroquinazolin-5-yl)-3-chloro-4-hydroxybenzamide C(C1=CC=CC=C1)N1C=NC2=CC=CC(=C2C1=O)NC(C1=CC(=C(C=C1)O)Cl)=O